4-[(3-methanesulfonylpyridin-2-yl)amino]-N-(2H3)methyl-6-{[1-(2,2,2-trifluoroethyl)-1H-pyrazol-3-yl]amino}pyridazine-3-carboxamide CS(=O)(=O)C=1C(=NC=CC1)NC1=C(N=NC(=C1)NC1=NN(C=C1)CC(F)(F)F)C(=O)NC([2H])([2H])[2H]